CC1(OB(OC1(C)C)C=1CN(CCC1)C(=O)OC(C)(C)C)C tert-butyl 3-(4,4,5,5-tetramethyl-1,3,2-dioxaborolan-2-yl)-5,6-dihydropyridine-1(2H)-carboxylate